CC=1C=C(C=CC1C)C1=C2CCCC2=C(C=C1)NC(C)=O N-(2,3-dihydro-4-(3,4-dimethylphenyl)-1H-inden-7-yl)acetamide